ClC1=CC=C(CN2C(=NC=3N(C(N(C(C23)=O)CCCO)=O)C)OC2=CC(=C(C=C2)F)F)C=C1 7-(4-chlorobenzyl)-8-(3,4-difluorophenoxy)-1-(3-hydroxypropyl)-3-methyl-1H-purine-2,6(3H,7H)-dione